(6-chloro-1-(tetrahydro-2H-pyran-2-yl)-5-((trimethylsilyl)ethynyl)-1H-indazol-4-yl)boronic acid ClC1=C(C(=C2C=NN(C2=C1)C1OCCCC1)B(O)O)C#C[Si](C)(C)C